phosphomanganic acid P(=O)(=O)[Mn](=O)(=O)(O)O